C1(CC1)N1N=CC(=C1)C=1C=C(C=CC1)N(C(=O)[C@@H]1CC[C@H](CC1)NC(CNC(OC)=O)=O)C[C@@H]1CC[C@H](CC1)C1=CC(=C(C=C1)OC)C Methyl (2-((trans-4-((3-(1-cyclopropyl-1H-pyrazol-4-yl)phenyl)((trans-4-(4-methoxy-3-methylphenyl)cyclohexyl)methyl)carbamoyl)-cyclohexyl)amino)-2-oxoethyl)carbamate